7-fluoro-[1,2,4]triazolo[4,3-a]quinazoline FC=1C=C2C=NC=3N(C2=CC1)C=NN3